ClC=1N=NC(=C2C1C=NC=C2)C2=C(C=C(C=C2)N2N=CC=N2)OC 4-chloro-1-(2-methoxy-4-(2H-1,2,3-triazol-2-yl)phenyl)pyrido[3,4-d]pyridazine